FC=1C=C2CCN(C2=CC1)C(=O)N 5-fluoro-2,3-dihydro-1H-indole-1-carboxamide